[Hg]=O mercury(II) oxide